(S)-N-(5-(2,4-difluorophenoxy)pyrazin-2-yl)-2-(4-(4-(2-hydroxyethyl)-5,6-dioxo-1,4,5,6-tetrahydropyrazine-2-carbonyl)-3,3-dimethylpiperazin-1-yl)propenamide FC1=C(OC=2N=CC(=NC2)NC(C(=C)N2CC(N(CC2)C(=O)C=2NC(C(N(C2)CCO)=O)=O)(C)C)=O)C=CC(=C1)F